(S)-N-(5-amino-2-(4-(4-cyclopropyl-3-methylpiperazin-1-yl)piperidin-1-yl)6-methoxypyridin-3-yl)acrylamide NC=1C=C(C(=NC1OC)N1CCC(CC1)N1C[C@@H](N(CC1)C1CC1)C)NC(C=C)=O